N1=C(C=CC=C1)CCN1CC[C@@]23[C@@](CC1)([C@@H](CC1=CC=C(C=C12)O)NCC3)O (5aS,6R,11bR)-3-(2-(pyridin-2-yl)ethyl)-2,3,4,5,6,7-hexahydro-6,11b-(epiminoethano)naphtho[1,2-d]azepine-5a,10(1H)-diol